Br.Br.NCCN(C(CCCC(=O)O)=O)CCN 5-(bis(2-aminoethyl)amino)-5-oxopentanoic acid dihydrobromide salt